(S)-4-(3-(1H-tetrazol-5-yl)phenyl)-2-(2-methylazetidin-1-yl)-6,7-dihydro-5H-cyclopenta[d]pyrimidine N1N=NN=C1C=1C=C(C=CC1)C=1C2=C(N=C(N1)N1[C@H](CC1)C)CCC2